C[Si](C1=CC=C(C=C1)\C(=C(\CCC(=O)OC)/C1=CC=CC=C1)\C1=CC=C(C=C1)OC(C(C)(C)C)=O)(CN1CCN(CC1)C)C methyl (Z)-5-(4-(dimethyl((4-methylpiperazin-1-yl)methyl)silyl)phenyl)-4-phenyl-5-(4-(pivaloyloxy)phenyl)pent-4-enoate